3-(1-ethoxyvinyl)-2-[2-methyl-5-(2,2,2-trifluoroethyl)-1,2,4-triazol-3-yl]pyridine C(C)OC(=C)C=1C(=NC=CC1)C=1N(N=C(N1)CC(F)(F)F)C